BrC=1C=NN2C1N=C1C(=C2NCC=2C=[N+](C=CC2)[O-])CCC12CCCCC2 3-(((3'-bromo-6',7'-dihydrospiro[cyclohexane-1,5'-cyclopenta[d]pyrazolo[1,5-a]pyrimidine]-8'-yl)amino)methyl)pyridine 1-oxide